4-[(2,3-dichloro-6-methoxyphenyl)methyl]Piperidine methyl-5-chloro-4-(2,4-dioxotetrahydropyrimidin-1(2H)-yl)-6-methylpicolinate COC(C1=NC(=C(C(=C1)N1C(NC(CC1)=O)=O)Cl)C)=O.ClC1=C(C(=CC=C1Cl)OC)CC1CCNCC1